C(C)OC1=C(N)C(=C(C=C1C)OCC)C 2,5-diethoxy-3,6-dimethylaniline